COC(=O)C=1N(C(N(C1)C1=NC=C(C(=C1)OC)C#N)=O)C 1-(5-cyano-4-methoxypyridin-2-yl)-3-methyl-2-oxo-2,3-dihydro-1H-imidazole-4-carboxylic acid methyl ester